NC1=C2C(=NC=N1)N(N=C2C2=CC=C(C=C2)OC2=CC=CC=C2)[C@H]2CN(CCC2)C(CCCCSC2=C1C(N(C(C1=CC=C2)=O)C2C(NC(CC2)=O)=O)=O)=O 4-((5-((R)-3-(4-amino-3-(4-phenoxyphenyl)-1H-pyrazolo[3,4-d]pyrimidin-1-yl)piperidine-1-yl)-5-oxopentyl)thio)-2-(2,6-dioxopiperidin-3-yl)isoindoline-1,3-dione